C(=C)S(=O)(=O)[O-].[Na+] sodium vinylsulfonate salt